CC(CC[Si](OC)(OC)OC)(C)C (3,3-dimethylbutyl)trimethoxysilane